11-[[4-[4-(diethylamino)butyl]-1-piperidinyl]acetyl]-5,11-dihydro-6H-pyrido[2,3-b][1,4]benzodiazepin-6-one C(C)N(CCCCC1CCN(CC1)CC(=O)N1C2=C(NC(C3=C1C=CC=C3)=O)C=CC=N2)CC